C(C(C)(C)C)C=1C(C2=CC=CC=C2C(C1CC1=NC=C(C=C1)C(F)(F)F)=O)=O 2-neopentyl-3-((5-(trifluoromethyl)pyridin-2-yl)methyl)naphthalene-1,4-dione